N-(5-aminopyridin-2-yl)-4-fluorobenzenesulfonamide NC=1C=CC(=NC1)NS(=O)(=O)C1=CC=C(C=C1)F